FC(C(C(=O)N1C[C@H]2OC3=C([C@@H]1C2)C=NC=C3C#CC=3C=NC=2N(C3)N=CC2)(C)C)F 3,3-difluoro-2,2-dimethyl-1-((2S,5S)-9-(pyrazolo[1,5-a]pyrimidin-6-ylethynyl)-2,3-dihydro-2,5-methanopyrido[3,4-f][1,4]oxazepin-4(5H)-yl)propan-1-one